C1CN2[C@H]3[C@@H]4[C@H]1OCC=C5[C@@H]4C[C@H]6[C@@]3(CCN6C5)C7=CC=CC=C72 The molecule is an indole alkaloid fundamental parent, a quinoline alkaloid fundamental parent, a quinoline alkaloid, a monoterpenoid indole alkaloid and an organic heteroheptacyclic compound.